tert-butyl 4-(4-methyl-3-((1-(naphthalen-1-yl)cyclopropyl)carbamoyl) phenyl)-1,4-diazepane-1-carboxylate CC1=C(C=C(C=C1)N1CCN(CCC1)C(=O)OC(C)(C)C)C(NC1(CC1)C1=CC=CC2=CC=CC=C12)=O